5-(1-(7-Azaspiro[3.5]nonan-2-yl)ethoxy)-2-((3,4-dihydroisoquinolin-2(1H)-yl)methyl)-4H-pyran-4-one C1C(CC12CCNCC2)C(C)OC=2C(C=C(OC2)CN2CC1=CC=CC=C1CC2)=O